4-methoxyphenyl-bis(trichloromethyl)-s-triazine COC1=CC=C(C=C1)C1=NC(=NC(=N1)C(Cl)(Cl)Cl)C(Cl)(Cl)Cl